FC1=C2C(=CN=C1N1CC3(C1)CN(C3)C3CCOCC3)NC(=C2C(C)C)C=2C(=C(C=3N(C2)N=CN3)C)C 6-(4-fluoro-3-isopropyl-5-(6-(tetrahydro-2H-pyran-4-yl)-2,6-diazaspiro[3.3]hept-2-yl)-1H-pyrrolo[2,3-c]pyridin-2-yl)-7,8-dimethyl-[1,2,4]triazolo[1,5-a]pyridine